1-(2-((1S,4aS,4bR,6aR,9S,11aS,11bR,13aS)-9-ethyl-9-hydroxy-13a-methyloctadecahydro-1H-cyclohepta[a]phenanthren-1-yl)-2-oxoethyl)-1H-pyrazole-4-carbonitrile C(C)[C@@]1(CC[C@@H]2[C@@H]([C@H]3CC[C@@]4([C@H](CCC[C@H]4[C@@H]3CC2)C(CN2N=CC(=C2)C#N)=O)C)CC1)O